(3-cyanophenyl)-2-hydrazinothiazole C(#N)C=1C=C(C=CC1)C=1N=C(SC1)NN